(E)-3-(furan-2-yl)-N-(3-(pyridazin-3-yl)phenyl)acrylamide O1C(=CC=C1)/C=C/C(=O)NC1=CC(=CC=C1)C=1N=NC=CC1